3-[4-[2-[[1-(4-amino-2-ethyl-5-methoxy-phenyl)-4-piperidyl]-methyl-amino]ethylamino]-1-oxo-isoindolin-2-yl]piperidine-2,6-dione NC1=CC(=C(C=C1OC)N1CCC(CC1)N(CCNC1=C2CN(C(C2=CC=C1)=O)C1C(NC(CC1)=O)=O)C)CC